2-(1-(4-ethoxy-5-fluoropyridin-2-yl)ethyl)-7-(2-(ethyl(methyl)amino)ethyl)-5-(2,2,2-trifluoro-1-hydroxyethyl)-3,4-dihydroisoquinolin-1(2H)-one C(C)OC1=CC(=NC=C1F)C(C)N1C(C2=CC(=CC(=C2CC1)C(C(F)(F)F)O)CCN(C)CC)=O